4-acetyl-5-methyl-3-(naphthalen-1-yl)-1H-pyrrole-2-carbaldehyde C(C)(=O)C=1C(=C(NC1C)C=O)C1=CC=CC2=CC=CC=C12